N1(CCCCC1)CCC=1C=CC=C(C#N)C1 5-(2-(piperidin-1-yl)ethyl)benzonitrile